8-Oxa-2-aza-spiro[4.5]decane-2-carboxylic acid [7-(3-fluorophenyl)-4-methoxy-thiazolo[4,5-c]pyridin-2-yl]-amide FC=1C=C(C=CC1)C=1C2=C(C(=NC1)OC)N=C(S2)NC(=O)N2CC1(CC2)CCOCC1